N-(2-chloro-4-(trifluoromethyl)phenyl)-2-(5-ethyl-2-(5-methoxy-1,3a,4,5,6,6a-hexahydropentalen-2-yl)-7-oxo-6-(piperazin-1-yl)-[1,2,4]triazolo[1,5-a]pyrimidin-4(7H)-yl)acetamide ClC1=C(C=CC(=C1)C(F)(F)F)NC(CN1C=2N(C(C(=C1CC)N1CCNCC1)=O)N=C(N2)C=2CC1CC(CC1C2)OC)=O